BrC=1C(=CC2=C3C=4N(C[C@H](OC4N=C2C1F)CO)C([C@H]1CN[C@@H](CN13)C)=O)Cl (2R,4aR,7S)-11-bromo-12-chloro-10-fluoro-7-(hydroxymethyl)-2-methyl-2,3,4,4a,6,7-hexahydro-8-oxa-3,5a,9,13c-tetraazanaphtho[3,2,1-de]anthracene-5(1H)-one